C1CCC(CC1)CC(=O)C1=CC=CC=C1 4-cyclohexylacetophenone